FC1=C2CCN(C2=CC(=C1)F)CC=1C=C(C=C2\C(\C=C(OC12)N1CCOCC1)=N/O)C(=O)N(C)C (Z)-8-((4,6-difluoroindolin-1-yl)methyl)-4-(hydroxyimino)-N,N-dimethyl-2-morpholino-4H-chromene-6-carboxamide